CC=1C=C(C=CC1NC1=NNC(=C1)C1=CC=C(C=C1)N1CCOCC1)NS(=O)(=O)C N-(3-methyl-4-((5-(4-morpholinophenyl)-1H-pyrazol-3-yl)amino)phenyl)methansulfonamid